(1-carbonyl-1,2-dihydroisoquinolin-5-yl)-5-(trifluoromethyl)-N-(2-(trifluoromethyl)pyridin-4-yl)-1H-pyrazole-4-sulfonamide C(=O)=C1NC=CC2=C(C=CC=C12)N1N=CC(=C1C(F)(F)F)S(=O)(=O)NC1=CC(=NC=C1)C(F)(F)F